tert-butyl (2S)-2-{1-[(3S)-1-[(2E)-4-(3,3-difluoroazetidin-1-yl)-4-oxobut-2-en-1-yl]pyrrolidin-3-yl]-N-methylformamido}-3-methylbutanoate FC1(CN(C1)C(/C=C/CN1C[C@H](CC1)C(=O)N(C)[C@H](C(=O)OC(C)(C)C)C(C)C)=O)F